C(C1=CC=CC=C1)N1CCC(CC1)C=1C(=C2CN(C(C2=CC1)=O)C1C(NC(CC1)=O)=O)C 3-(5-(1-Benzylpiperidin-4-yl)-4-methyl-1-oxoisoindolin-2-yl)piperidine-2,6-dione